N-(4-chloro-5-cyano-3-iodopyridin-2-yl)-4-methylbenzenesulfonamide ClC1=C(C(=NC=C1C#N)NS(=O)(=O)C1=CC=C(C=C1)C)I